tert-butyl (5-chloro-4-(difluoromethoxy) pyridin-2-yl) carbonate C(OC(C)(C)C)(OC1=NC=C(C(=C1)OC(F)F)Cl)=O